C(C)(C)(C)OC([C@@H](N(C)C(=O)C1(CCNCC1)F)C(C)C)=O N-(4-Fluoropiperidine-4-carbonyl)-N-methyl-L-valine tert-butyl ester